1-Hexadecyl-sn-glycero-3-phosphorylcholine C(CCCCCCCCCCCCCCC)OC[C@@H](O)COP(=O)(O)OCC[N+](C)(C)C